ClC=1C=C2C(=NC(N3C2=C(C1C1=C(C=C(C=C1)F)F)SCCC3)=O)N3C(CN(CC3)C(=O)[O-])C 4-(10-chloro 11-(2,4-difluorophenyl)-6-oxo-3,4-dihydro-2H,6H-[1,4]thiazepino[2,3,4-ij]quinazolin-8-yl)-3-methylpiperazine-1-carboxylate